tert-butyl (3S)-3-[[(2S)-2-cyclopentyl-2-[methyl-[1-[[(2S)-pyrrolidine-2-carbonyl]amino]cyclopentanecarbonyl]amino]acetyl]-methyl-amino]-4-(dimethylamino)-4-oxo-butanoate C1(CCCC1)[C@@H](C(=O)N([C@@H](CC(=O)OC(C)(C)C)C(=O)N(C)C)C)N(C(=O)C1(CCCC1)NC(=O)[C@H]1NCCC1)C